C(CCC)C=1N(C=2C(=C(N=NC2OC(C)C)N)N1)CCCCNC1CS(C1)(=O)=O 2-butyl-3-[4-[(1,1-dioxothietan-3-yl)amino]butyl]-4-isopropoxy-imidazo[4,5-d]pyridazin-7-amine